COC=1C=C(C=CC1OC)C=1OC2=C(C(=C(C(=C2C(C1)=O)O)OC)O)CN1CCN(CC1)CC 2-(3,4-dimethoxyphenyl)-8-((4-ethylpiperazin-1-yl)methyl)-5,7-dihydroxy-6-methoxy-4H-chromen-4-one